CN1N=CC(=C1C)S(=O)(=O)N1CCC(CC1)(O)C=1C(=CC=2N(C1)N=CN2)C 1-((1,5-dimethyl-1H-pyrazol-4-yl)sulfonyl)-4-(7-methyl-[1,2,4]triazolo[1,5-a]pyridin-6-yl)piperidin-4-ol